Cl.NC(C(C(=O)NC(C1=CC=C(C=C1)Cl)C1=CC=C(C=C1)Cl)O)C 3-amino-N-(bis(4-chlorophenyl)methyl)-2-hydroxy-butanamide hydrochloride